BrC1=C(C=C(C(=C1F)C#N)F)C1=C(C=CC=C1F)F bromo-2',3,5,6'-tetrafluoro-[1,1'-biphenyl]-4-carbonitrile